7-(4-(4-((5-chloro-4-((2-(dimethylphosphoryl)phenyl)amino)pyrimidin-2-yl)amino)-3-methoxyphenyl)piperazin-1-yl)-N-(2-(2,6-dioxopiperidin-3-yl)-1-oxoisoindolin-4-yl)heptanamide ClC=1C(=NC(=NC1)NC1=C(C=C(C=C1)N1CCN(CC1)CCCCCCC(=O)NC1=C2CN(C(C2=CC=C1)=O)C1C(NC(CC1)=O)=O)OC)NC1=C(C=CC=C1)P(=O)(C)C